CC=1C(N2[C@H]([C@H](CCC2=CC1)NS(=O)(=O)C)COC1CCC(CC1)C1=NN(C=C1)C)=O |r| rac-N-[(3S,4R)-7-methyl-4-({[(1s,4S)-4-(1-methyl-1H-pyrazol-3-yl)cyclohexyl]oxy}methyl)-6-oxo-1,3,4,6-tetrahydro-2H-quinolizin-3-yl]methanesulfonamide